COC1=CC=C(C=C1)C1CC(OC(C1)(C([2H])([2H])[2H])C([2H])([2H])[2H])(C([2H])([2H])[2H])C([2H])([2H])[2H] 4-(4-methoxyphenyl)-2,2,6,6-tetrakis(trideuteriomethyl)tetrahydropyran